C1(=CC=CC=C1)C=1C=C(C=2NC3=CC=C(C=C3C2C1)C1=CC=CC=C1)C1=CC(=CC2=CC=CC=C12)N(C1=CC=2C3=CC=CC=C3C3=CC=CC=C3C2C=C1)C1=CC=2C3=CC=CC=C3C3=CC=CC=C3C2C=C1 N-(4-(3,6-diphenyl-9H-carbazol-1-yl)naphthalen-2-yl)-N-(triphenylen-2-yl)triphenylen-2-amine